N1,N1-diethyl-N2-(2-methoxy-4-nitrobenzyl)ethane-1,2-diamine C(C)N(CCNCC1=C(C=C(C=C1)[N+](=O)[O-])OC)CC